N1=CC=C(C=C1)CN 4-pyridylmethanamine